2-fluoro-1-(3-(7-(3-(3-hydroxycyclobutyl)-1,2,4-oxadiazol-5-yl)-3-(4-(trifluoromethyl)phenyl)-1H-pyrazolo[4,3-b]pyridin-1-yl)azetidin-1-yl)prop-2-en-1-one FC(C(=O)N1CC(C1)N1N=C(C2=NC=CC(=C21)C2=NC(=NO2)C2CC(C2)O)C2=CC=C(C=C2)C(F)(F)F)=C